C(C)SC1=NC(=CC(=C1C(=O)NCC1=CC(=CC=C1)F)C)N(CC1CCOCC1)C 2-Ethylsulfanyl-N-[(3-fluorophenyl)-methyl]-4-methyl-6-[methyl-(tetrahydro-pyran-4-yl-methyl)-amino]-pyridine-3-carboxylic acid amide